(1R,4R)-5-methyl-2,5-diazabicyclo[2.2.1]heptan CN1[C@H]2CN[C@@H](C1)C2